4-(1H-Imidazol-1-yl)-6-methoxy-N-((1r,4r)-4-methoxycyclohexyl)pyrimidine-2-carboxamide N1(C=NC=C1)C1=NC(=NC(=C1)OC)C(=O)NC1CCC(CC1)OC